1-fluoro-N-[(6S,7S)-6-[[2-fluoro-3-(3-fluorophenyl)phenyl]-methyl]-5-azaspiro[2.4]heptan-7-yl]methanesulfonamide FCS(=O)(=O)N[C@@H]1[C@@H](NCC12CC2)CC2=C(C(=CC=C2)C2=CC(=CC=C2)F)F